N[C@]1(CN(C[C@@H]1CCCB(O)O)CCN)C(=O)O (3R,4S)-3-amino-1-(2-aminoethyl)-4-(3-boronopropyl)pyrrolidine-3-carboxylic acid